3',6'-diacetoxy-2',7'-difluoro-3-oxo-3H-spiro[isobenzofuran-1,9'-xanthene]-6-formic acid C(C)(=O)OC=1C(=CC=2C3(C4=CC(=C(C=C4OC2C1)OC(C)=O)F)OC(C1=CC=C(C=C13)C(=O)O)=O)F